(R or S)-N-(2-(1-cyclopropyl-2-hydroxy-2-methylpropyl)-3-oxoisoindolin-4-yl)-2,3-dihydro-1H-indene-4-carboxamide C1(CC1)[C@H](C(C)(C)O)N1CC2=CC=CC(=C2C1=O)NC(=O)C=1C=2CCCC2C=CC1 |o1:3|